2-(1H-indol-7-yl)acetic acid N1C=CC2=CC=CC(=C12)CC(=O)O